N[C@H]1CN(CC1)C1=NC(=NC2=CC(=CC=C12)N(C(C=C)=O)C)C (R)-N-(4-(3-aminopyrrolidin-1-yl)-2-methylquinazolin-7-yl)-N-methylacrylamide